C(N)(OC(C[C@H]1CN(CCC1)C1=NC=2N(C=C1)N=CC2C(NC=2C(=NN(C2)C2CCNCC2)C(F)F)=O)(C)C)=O (S)-(1-(3-((3-(Difluoromethyl)-1-(piperidin-4-yl)-1H-pyrazol-4-yl)carbamoyl)pyrazolo[1,5-a]pyrimidin-5-yl)piperidin-3-yl)tert-butyl carbamate